C1CCC2=C(C=CC=C12)[C@@H](C)N (R)-1-(2,3-dihydro-1H-inden-4-yl)ethan-1-amine